C1(=CC=CC=C1)CC(=O)O alpha-toluic acid